PYRIDO[2,3-B]PYRAZINE-7-CARBOXALDEHYDE N1=C2C(=NC=C1)N=CC(=C2)C=O